CCCCCC/C=C\CCCCCCCC(=O)OC[C@H](COP(=O)(O)OC[C@H](CO)O)OC(=O)CCC/C=C\C/C=C\C/C=C\C/C=C\CCCCC 1-(9Z-hexadecenoyl)-2-(5Z,8Z,11Z,14Z-eicosatetraenoyl)-glycero-3-phospho-(1'-sn-glycerol)